(S)-8-(2-amino-6-((R)-2,2,2-trifluoro-1-(3'-isopropoxy-3-(3-methyl-1H-pyrazol-1-yl)-[1,1'-biphenyl]-4-yl)ethoxy)pyrimidin-4-yl)-2,8-diazaspiro[4.5]decane-3-carboxylic acid NC1=NC(=CC(=N1)N1CCC2(C[C@H](NC2)C(=O)O)CC1)O[C@@H](C(F)(F)F)C1=C(C=C(C=C1)C1=CC(=CC=C1)OC(C)C)N1N=C(C=C1)C